2-chloro-4-(4-(1-methyl-4-(trifluoromethyl)-1H-imidazol-2-yl)benzyl)pyrrole ClC=1NC=C(C1)CC1=CC=C(C=C1)C=1N(C=C(N1)C(F)(F)F)C